ClC=1C=C(C(=C(C1)C1=NC=NN2C1=CC(=C2)CN2C(C1C(C1C2=O)(C)C)=O)C=2CCNCC2)C 3-((4-(5-chloro-3-methyl-2-(1,2,3,6-tetrahydropyridin-4-yl)phenyl)pyrrolo[2,1-f][1,2,4]triazin-6-yl)methyl)-6,6-dimethyl-3-azabicyclo[3.1.0]hexane-2,4-dione